Calcium malonat C(CC(=O)[O-])(=O)[O-].[Ca+2]